5-(6-(4-(6-amino-3,5-dioxo-4,5-dihydro-1,2,4-triazin-2(3H)-yl)-2,6-dichlorophenoxy)-4-methylquinolin-2-yl)thiophene-2-carbonitrile NC=1C(NC(N(N1)C1=CC(=C(OC=2C=C3C(=CC(=NC3=CC2)C2=CC=C(S2)C#N)C)C(=C1)Cl)Cl)=O)=O